FC1=CC(=C2C(=N1)NC(=C2)C(=O)O)OC 6-fluoro-4-methoxy-1H-pyrrolo[2,3-b]pyridine-2-carboxylic acid